C12CC2(C1)[2H] bicyclo[1.1.0]butane-3-d